N-[(15aS,16R)-17,17,20-trifluoro-7-methyl-1-oxo-2,3,15a,16,17,18-hexahydro-1H,15H-4,8-(azeno)-10,14-(metheno)pyrrolo[1,2-j][1,8,10]oxadiazacycloheptadecin-16-yl]methanesulfonamide FC1([C@@H]([C@H]2N(C(NCC=3C=CC(=C(OC=4C=CC=C(C2)C4F)N3)C)=O)C1)NS(=O)(=O)C)F